2,4-diaminomethylene-1,5-diaminonaphthalene NC=C1C(C2=CC=CC(=C2C(C1)=CN)N)N